(3S,4S)-N-[2-[[2-chloro-4-[[5-[4-(cyanomethoxy)-2,3-difluoro-phenyl]-1-methylimidazole-2-carbonyl]amino]benzoyl]amino]ethyl]-3-hydroxy-piperidine-4-carboxamide ClC1=C(C(=O)NCCNC(=O)[C@@H]2[C@@H](CNCC2)O)C=CC(=C1)NC(=O)C=1N(C(=CN1)C1=C(C(=C(C=C1)OCC#N)F)F)C